(2-fluoro-4-(6-(1-methyl-1H-pyrazol-4-yl)pyrazolo[1,5-a]pyrazin-4-yl)phenyl)methylamine dihydrochloride Cl.Cl.FC1=C(C=CC(=C1)C=1C=2N(C=C(N1)C=1C=NN(C1)C)N=CC2)CN